FC=1C=C(C(=C(C1)OC)[N+](=O)[O-])OC 5-fluoro-1,3-dimethoxy-2-nitrobenzene